C(C=C(C(=O)O)CC(=O)O)(=O)O.N(CCO)(CCO)CCO triethanolamine aconitate